(R)-6-phenyl-3-(3-(pyridin-4-yl)-1H-pyrazol-5-yl)-1,3-oxazinan-2-one C1(=CC=CC=C1)[C@H]1CCN(C(O1)=O)C1=CC(=NN1)C1=CC=NC=C1